ethyl (S)-3-(3-(4-hydroxy-1-methyl-2-oxo-1,2-dihydropyridin-3-yl)ureido)-3-(4-(p-tolyloxy) phenyl)propanoate OC1=C(C(N(C=C1)C)=O)NC(N[C@@H](CC(=O)OCC)C1=CC=C(C=C1)OC1=CC=C(C=C1)C)=O